(S)-3-(((6-(methyl-(4-(3,3,3-trifluoropropyl)phenyl)amino)-1,2,3,4-tetrahydroisoquinolin-1-yl)methyl)amino)isonicotinic acid CN(C=1C=C2CCN[C@@H](C2=CC1)CNC1=C(C(=O)O)C=CN=C1)C1=CC=C(C=C1)CCC(F)(F)F